C1(=CC=CC=C1)S(=O)OCCCCCCCCCCCCC.[Na] sodium tridecyl benzenesulfinate